CC1=CC=C(N=N1)NC=1C=CC2=C(N(C=N2)C2=CC=C(C(=N2)N2CC[C@H]3NCC[C@@H]32)C(C)O)C1 1-[6-[6-[(6-methylpyridazin-3-yl)amino]benzimidazol-1-yl]-2-[(3aS,6aR)-2,3,3a,5,6,6a-hexahydro-1H-pyrrolo[3,2-b]pyrrol-4-yl]-3-pyridyl]ethanol